NC1CCC(CC1)N(C=1C(=C(C(=C2C=NNC12)C1=CC=2N(C=C1)N=C(C2)NC(=O)C2C(C2)F)Cl)F)C N-(5-(7-((4-aminocyclohexyl)(methyl)amino)-5-chloro-6-fluoro-1H-indazol-4-yl)pyrazolo[1,5-a]pyridin-2-yl)-2-fluorocyclopropane-1-carboxamide